C(=C)CC[SiH](OCCOC)OCCOC vinylethylbis(methoxyethoxy)silane